C(C)(C)(C)OC(=O)N1CC(C1)C=CCCCCCCCCC(=O)O 11-(1-(tert-butoxycarbonyl)azetidin-3-yl)undec-10-enoic acid